C(CCC(=O)O)(=O)O.C(CCCCCCCCCCCCCCC)(=O)OCC(OC(CCCCCCCCCCCCCCC)=O)CO.C(CCCCCCCCCCCCCCC)(=O)OCC(OC(CCCCCCCCCCCCCCC)=O)CO 1,2-Dipalmitoylglycerol hemisuccinate